(S)-3-(1-Fluorocyclopropyl)-3-hydroxy-N-((R)-2-methoxy-1-(3-(trifluoromethoxy)phenyl)ethyl)butanamid FC1(CC1)[C@@](CC(=O)N[C@@H](COC)C1=CC(=CC=C1)OC(F)(F)F)(C)O